(S)-3-((7-benzyl-20-(2,5-dioxo-2,5-dihydro-1H-pyrrol-1-yl)-3,6,9,12,15-pentaoxo-2,5,8,11,14-pentaazaicosyl)oxy)bicyclo[1.1.1]pentane-1-carboxylic acid C(C1=CC=CC=C1)[C@@H](C(NCC(NCOC12CC(C1)(C2)C(=O)O)=O)=O)NC(CNC(CNC(CCCCCN2C(C=CC2=O)=O)=O)=O)=O